C1(=CC=CC=C1)C(C1=CC=CC=C1)=NC(C(=O)OCC)CCCCF Ethyl 2-(diphenylmethyleneamino)-6-fluoro-hexanoate